1-[3-[4-(2-chloro-4-methylsulfonyl-phenyl)phenyl]azetidine-1-carbonyl]pyrrolidine-3-carboxamide ClC1=C(C=CC(=C1)S(=O)(=O)C)C1=CC=C(C=C1)C1CN(C1)C(=O)N1CC(CC1)C(=O)N